3-methyl-3H-1,4-benzodiazepine-2-Amine CC1C(=NC2=C(C=N1)C=CC=C2)N